dimethylamino(propyl)hexahydro-1,3,5-triazine CN(C)C1N(CNCN1)CCC